BrC1=CC(=C(CNC=2C=NC3=NC(=CC=C3C2N)OC)C(=C1)F)F N-(4-bromo-2,6-difluorobenzyl)-7-methoxy-1,8-naphthyridine-3,4-diamine